5-Fluoro-6-(2-methoxyethoxy)-3-{3-[4-(1,4-oxaazepan-4-carbonyl)phenyl]-1,2-oxazol-5-yl}-1H-indazole FC=1C=C2C(=NNC2=CC1OCCOC)C1=CC(=NO1)C1=CC=C(C=C1)C(=O)N1CCOCCC1